2-((s)-2,2-dimethylcyclopropanecarbonyl)-6-(thiazole-5-carbonyl)-2,6-diazaspiro[3.4]octane-8-carbaldehyde CC1([C@H](C1)C(=O)N1CC2(C1)CN(CC2C=O)C(=O)C2=CN=CS2)C